tert-butyl 4-(2,2-dibromovinyl)piperidine-1-carboxylate BrC(=CC1CCN(CC1)C(=O)OC(C)(C)C)Br